[Na].C(C)C1=CC=CC=C1 4-ethylbenzene sodium